CC1NC(CCC1)C.[Na] sodium 2,6-dimethylpiperidine